IC=1NC2=C(CN(CC2)C(=O)OC(C)(C)C)N1 tert-butyl 2-iodo-1,4,6,7-tetrahydroimidazo[4,5-c]pyridine-5-carboxylate